N-(beta-aminoethyl)-gamma-aminopropyl-trimethyl-dimethoxysilane NCCNCCC[SiH](OC(C)(C)C)OC